C(C)(C)(C)N1CCC(CC1)C1(OC2=C(O1)C(=CC(=C2C)C(=O)OC)Br)C tert-butyl-4-(7-bromo-5-(methoxycarbonyl)-2,4-dimethylbenzo[d][1,3]dioxol-2-yl)piperidin